C(C)(C)(C)OC(=O)N1C(C(CC1)=O)COC1CCC(CC1)C1=C(C=CC=C1)OCC1=CC=CC=C1 3-Oxo-2-({[(1s,4s)-4-[2-(phenylmethoxy)phenyl]cyclohexyl]oxy}methyl)pyrrolidine-1-carboxylic acid tert-butyl ester